ethyl 17-(5-cyclopropyl-6-(4-fluorobenzyl)picolinamido)-17-ethyl-2,2-dimethyl-4-oxo-3,8,11,14-tetraoxa-5-azaoctadecan-18-oate C1(CC1)C=1C=CC(=NC1CC1=CC=C(C=C1)F)C(=O)NC(CCOCCOCCOCCNC(OC(C)(C)C)=O)(C(=O)OCC)CC